C(C)(C)(C)OC(=O)N1CC(C(C1)O)(F)F 3,3-Difluoro-4-hydroxy-pyrrolidine-1-carboxylic acid tert-butyl ester